C(#N)C1=CN(C2=NC(=CC(=C21)C2=C(C(=C(C=C2C)[2H])O)C)C(=O)N)CC (P)-3-cyano-1-ethyl-4-(3-hydroxy-2,6-dimethylphenyl-4-d)-1H-pyrrolo[2,3-b]pyridine-6-carboxamide